3-fluoro-3-methylazepan FC1(CNCCCC1)C